N1CC(C1)N1C(C2=NC=CN=C2C(=C1)C1=CC=C(C=C1)OC(F)(F)F)=O 6-(Azetidin-3-yl)-8-(4-(trifluoromethoxy)phenyl)pyrido[3,4-b]pyrazin-5(6H)-one